FC(OC1=CC=C(C=C1)N1C(=C(C(=C1)C1=CC=CC=C1)C1=NC=CC=C1)CC1=CC=CC=C1)(F)F N-(p-trifluoromethoxyphenyl)-3-(2-pyridyl)-2-benzyl-4-phenylpyrrole